BrC=1C=CC=2N(C1)C=C(N2)C(C)=O 1-(6-bromoimidazo[1,2-a]pyridin-2-yl)ethan-1-one